ClC=1C=C(C=CC1)NC1(CC1)C(=O)N1[C@H]2CC([C@@H]([C@H]1C(=O)N[C@@H](C[C@H]1C(NCCC1)=O)C#N)CC2)(F)F (1R,3S,4R)-2-(1-((3-chlorophenyl)amino)cyclopropane-1-carbonyl)-N-((S)-1-cyano-2-((S)-2-oxopiperidin-3-yl)ethyl)-5,5-difluoro-2-azabicyclo[2.2.2]octane-3-carboxamide